C(#N)C1=CC(=NC(=C1C1=CC(=C(C=C1)OC)F)C1=CC(=C(C=C1)C#N)F)N1CCC2(CCN(C2)C(=O)OC(C)(C)C)CC1 tert-butyl 8-(4-cyano-6-(4-cyano-3-fluorophenyl)-5-(3-fluoro-4-methoxyphenyl) pyridin-2-yl)-2,8-diazaspiro[4.5]decane-2-carboxylate